(5-(4-(6-(1-methyl-1H-pyrazol-4-yl)pyrazolo[1,5-a]pyridin-3-yl)piperazin-1-yl)pyridin-2-yl)(phenyl)methanol CN1N=CC(=C1)C=1C=CC=2N(C1)N=CC2N2CCN(CC2)C=2C=CC(=NC2)C(O)C2=CC=CC=C2